1,2,2,6,6-pentamethyl-4-piperidyl[[3,5-bis(1,1-dimethylethyl)-4-hydroxyphenyl]methyl]butylmalonate CN1C(CC(CC1(C)C)CCCCC(C(=O)[O-])(C(=O)[O-])CC1=CC(=C(C(=C1)C(C)(C)C)O)C(C)(C)C)(C)C